CC1N(CC2(CCC2)C1)S(=O)(=O)C1=CC=C2CCN(CC2=C1)C(=O)OCC Ethyl 7-((7-methyl-6-azaspiro[3.4]octan-6-yl)sulfonyl)-3,4-dihydroisoquinoline-2(1H)-carboxylate